ClC1=C2C(=NC=C1)NC(=C2C2=CC=C1CCCN(C1=C2)C(C=C)=O)C=2C=NC(=CC2)CN2CCN(CC2)C 1-(7-(4-chloro-2-(6-((4-methylpiperazin-1-yl)methyl)pyridin-3-yl)-1H-pyrrolo[2,3-b]pyridin-3-yl)-3,4-dihydroquinolin-1(2H)-yl)prop-2-en-1-one